C(C=C)(=O)N1CCC(CC1)(C(NC1=CC=C(C=C1)C1=CC2=C(N=CN=C2N2CCOCC2)N1)=O)NC(OCC1C2=CC=CC=C2C=2C=CC=CC12)=O (9H-fluoren-9-yl)methyl (1-acryloyl-4-((4-(4-morpholino-7H-pyrrolo[2,3-d]pyrimidin-6-yl)phenyl)carbamoyl)piperidin-4-yl)carbamate